N4-isopropyl-N2-[1-(2-methoxyethyl)indazol-4-yl]-5-(trifluoromethyl)pyrimidine-2,4-diamine C(C)(C)NC1=NC(=NC=C1C(F)(F)F)NC1=C2C=NN(C2=CC=C1)CCOC